C1(CCCCC1)C1=CC=C(C=C1)C1=CC=NC2=CC=CC=C12 4-(4-cyclohexyl-phenyl)quinoline